N(=[N+]=[N-])C1=CC=C(C(=O)O)C=C1 4-Azidobenzoyl alcohol